C1(=CC=CC=C1)[C@@H](C)OC(=O)[C@]1(CN(C[C@H]1CC=C)S(NC(N(CC1=CC=CC=C1)CC1=CC=CC=C1)=O)(=O)=O)N=[N+]=[N-] |r| (racemic)-trans-(R)-1-phenylethyl-4-allyl-3-azido-1-(N-(dibenzylcarbamoyl) sulfamoyl)-pyrrolidine-3-carboxylate